C(C)(C)(C)O[Sn](OC(C)(C)C)(OC(C)(C)C)OC(C)(C)C tetra(tert-butoxy)tin